S(C)(=O)(=O)O.FC=1C=C(C=CC1)NC(=O)N1CCCC2=CC(=CC=C12)OC1=CC=NC2=CC(=C(C=C12)OC)OC N-(3-fluorophenyl)-6-(6,7-dimethoxyquinoline-4-oxy)-3,4-dihydroquinoline-1(2H)-formamide mesylate